4-((5-(2-(2-aminopyridin-3-yl)-5-phenyl-3H-imidazo[4,5-b]pyridin-3-yl)-6-methylpyridin-2-yl)carbamoyl)-1-methylcyclohexane-1-carboxylic acid NC1=NC=CC=C1C1=NC=2C(=NC(=CC2)C2=CC=CC=C2)N1C=1C=CC(=NC1C)NC(=O)C1CCC(CC1)(C(=O)O)C